NC1=NC=CC2=C(C=CC=C12)C=1C2(C3=CC=CC=C3C1)CCCC2 (1-aminoisoquinolin-5-yl)spiro[cyclopentane-1,1'-indene]